(2-iodophenyl)-N-methyl-2-(2-(p-tolylethynyl)phenyl)acrylamide IC1=C(C=CC=C1)C=C(C(=O)NC)C1=C(C=CC=C1)C#CC1=CC=C(C=C1)C